N-(3-pyridylmethyl)-thiophene-2-carboxamide N1=CC(=CC=C1)CNC(=O)C=1SC=CC1